benzyl (3aS,7R,7aS)-2,2-dimethyl-7-methylsulfonyloxy-4,6,7,7a-tetrahydro-3aH-[1,3]dioxolo[4,5-c]pyridine-5-carboxylate CC1(O[C@H]2[C@H](CN(C[C@H]2OS(=O)(=O)C)C(=O)OCC2=CC=CC=C2)O1)C